[Br-].NC(CC)C1=NC=CN1C.[Na+] sodium 1-aminopropyl-3-methylimidazole bromide